Phosphorous Acid Tris(2-ethylhexyl) Ester C(C)C(COP(OCC(CCCC)CC)OCC(CCCC)CC)CCCC